OC1=C(C=C(C=C1)/C=C/CC1CC2=CC(=C(C=C2C1)OC)OC)OC 2-((E)-3-(4-hydroxy-3-methoxyphenyl)allyl)-5,6-dimethoxy-2,3-dihydro-1H-indene